2-Methyl-4-(4,4,5,5-tetramethyl-1,3,2-dioxaborolan-2-yl)-3,6-dihydropyridine-1(2H)-formate CC1N(CC=C(C1)B1OC(C(O1)(C)C)(C)C)C(=O)[O-]